C(C1=CC=C(C(=O)OC2=C(C=C(C=C2CC2=C(C(=CC(=C2)C)C(C)(C)C)O)C)C(C)(C)C)C=C1)(=O)OC1=C(C=C(C=C1CC1=C(C(=CC(=C1)C)C(C)(C)C)O)C)C(C)(C)C bis[2-tert-butyl 4-methyl-6-(2-hydroxy-3-tert-butyl 5-methylbenzyl) phenyl] terephthalate